FC(C(=O)O)(F)F.N[C@@H]1[C@H](CCC[C@H]1F)C1=C(C2=NC(=CC(=C2S1)NCC=1SC=CC1)Cl)C 2-((1S,2R,3R)-2-amino-3-fluorocyclohexyl)-5-chloro-3-methyl-N-(thiophen-2-ylmethyl)thieno[3,2-b]pyridin-7-amine trifluoroacetate